CC1(OB(OC1(C)C)C1=CCC(CC1)NC(OC(C)(C)C)=O)C tert-butyl N-[4-(4,4,5,5-tetramethyl-1,3,2-dioxaborolan-2-yl) cyclohex-3-en-1-yl]carbamate